6H-cyclopenta[b]thiophene-3-carboxylic acid methyl ester COC(=O)C=1C2=C(SC1)CC=C2